4-((1-propylazetidin-3-yl)oxy)benzaldehyde C(CC)N1CC(C1)OC1=CC=C(C=O)C=C1